Tin lithium [Li].[Sn]